3-((2S)-2-hydroxy-3-(8-(3-(1-(2-hydroxyethyl)-1H-pyrazol-4-yl)phenylsulfonyl)-1-oxa-8-azaspiro[4.5]decan-3-ylamino)propoxy)-N-methylbenzenesulfonamide O[C@H](COC=1C=C(C=CC1)S(=O)(=O)NC)CNC1COC2(C1)CCN(CC2)S(=O)(=O)C2=CC(=CC=C2)C=2C=NN(C2)CCO